C1(=CC=CC=C1)CCS(=O)(=O)CC(C(=O)O)CCC(=O)O 2-[[(2-phenylethyl)sulfonyl]methyl]glutaric acid